8-(3-fluorophenyl)-N-[(4-methoxyphenyl)methyl]-N-({1-[(4-methoxyphenyl)methyl]-1H-benzimidazol-2-yl}methyl)-2-(methylsulfanyl)pyrazolo[1,5-a][1,3,5]triazin-4-amine FC=1C=C(C=CC1)C=1C=NN2C1N=C(N=C2N(CC2=NC1=C(N2CC2=CC=C(C=C2)OC)C=CC=C1)CC1=CC=C(C=C1)OC)SC